N(=[N+]=[N-])[C@@H]1C(OCC1(C)C)=O (S)-3-azido-4,4-dimethyldihydrofuran-2(3H)-one